N-(2-hydroxy-4-nitrophenyl)-1-methylcyclopropane-1-carboxamide OC1=C(C=CC(=C1)[N+](=O)[O-])NC(=O)C1(CC1)C